ClC=1C(=C(C(=CC1)N1N=NN=C1)/C=C/C(=O)N[C@H](C(=O)NC1=CC=C(C(=O)O)C=C1)CC1=CC=C(C=C1)NC(=O)OC)F (S,E)-4-(2-(3-(3-Chloro-2-fluoro-6-(1H-tetrazol-1-yl)phenyl)acrylamido)-3-(4-((Methoxycarbonyl)amino)phenyl)propionamido)benzoic acid